CN1C(=NC2=C1C=C(C(=C2)C2=CC(=NC=C2)C)[N+](=O)[O-])C 1,2-dimethyl-5-(2-methyl-4-pyridyl)-6-nitro-benzimidazole